NC1=CC(=CC2=CC(=CC(=C12)S(=O)(=O)O)S(=O)(=O)O)S(=O)(=O)O 1-amino-3,6,8-naphthalenetrisulfonic acid